t-butylimino-tris(dimethylamino)phosphorane C(C)(C)(C)N=P(N(C)C)(N(C)C)N(C)C